7-(biphenyl-4-yl)-N2-tert-butyl-6-cyclopropyl-3,4-dihydropyrrolo[1,2-a]pyrazine-2,8(1H)-dicarboxamide C1(=CC=C(C=C1)C=1C(=C2N(CCN(C2)C(=O)NC(C)(C)C)C1C1CC1)C(=O)N)C1=CC=CC=C1